tert-butyl 4-(6-(6-methoxy-2-methyl-2H-indazole-5-carboxamido)pyridin-3-yl)piperazine-1-carboxylate COC=1C(=CC2=CN(N=C2C1)C)C(=O)NC1=CC=C(C=N1)N1CCN(CC1)C(=O)OC(C)(C)C